6-methoxypyrimidin-4-ol COC1=CC(=NC=N1)O